CSC1=CC=C(C=C1)C=CC(=O)C1=CC=C(OC(C(=O)O)C)C=C1 2-(4-3-[4-(Methylsulfanyl)phenyl]prop-2-enoylphenoxy)propanoic acid